1-difluoromethyl-1H-pyrazole FC(N1N=CC=C1)F